OC=1C=C(C=CC1OC)NC(=O)N[C@@H](CO)C1=CC=CC=C1 1-(3-hydroxy-4-methoxy-phenyl)-3-[(1R)-2-hydroxy-1-phenyl-ethyl]urea